N1=CC(=CC2=CC=CC=C12)C(CC(=O)O)N1N=CC2=CC(=CC=C12)OCCC1=NC=2NCCCC2C=C1 3-(quinolin-3-yl)-3-(5-(2-(5,6,7,8-tetrahydro-1,8-naphthyridin-2-yl)ethoxy)-1H-indazol-1-yl)propionic acid